P(O)(O)=O.O1C=CC=C1.O1C=CC=C1.O1C=CC=C1 trisfuran phosphonate